C(C1=CC=CC=C1)N1N=CC(=C1)C(=O)N1CC2(CN(C2)C(=O)[C@@H]2C(C2)(C)C)C(C1)C=1OC[C@H](N1)C(=O)OC methyl (4S)-2-(6-(1-benzyl-1H-pyrazole-4-carbonyl)-2-((S)-2,2-dimethylcyclopropane-1-carbonyl)-2,6-diazaspiro[3.4]octan-8-yl)-4,5-dihydrooxazole-4-carboxylate